(S)-4-(4-fluorobenzyl)-N-(5-methyl-7-((3-methyloxetan-3-yl)ethynyl)-4-oxo-2,3,4,5-tetrahydrobenzo[b][1,4]oxazepin-3-yl)-1H-pyrazole-1-carboxamide FC1=CC=C(CC=2C=NN(C2)C(=O)N[C@@H]2C(N(C3=C(OC2)C=CC(=C3)C#CC3(COC3)C)C)=O)C=C1